N-(2-chloro-3-((2,2-dimethyl-2,3-dihydroimidazo[1,2-c]quinazolin-9-yl)oxy)phenyl)-2-oxooxazolidine-3-sulfonamide ClC1=C(C=CC=C1OC1=CC=2C=3N(C=NC2C=C1)CC(N3)(C)C)NS(=O)(=O)N3C(OCC3)=O